C(C\C=C/CC)C1=C(C(=O)O)C=CC=C1.C(=CCCCC)OC(C1=CC=CC=C1)=O HEXENYL-3-CIS-BENZOATE ((Z)-hex-3-en-1-yl benzoate)